C1(CC1)COC=1C=C(C=CC1OC)/C(=C/N1C(=CC(C=C1C)=O)C)/C1=CC=CC=C1 (E)-1-(2-(3-cyclopropylmethoxy-4-methoxyphenyl)-2-phenylvinyl)-2,6-dimethylpyridin-4(1H)-one